BrC=1C=C2C(=NC1)N(C=C2C=2C=CC1=C(N=C(O1)C)C2)S(=O)(=O)C2=CC=C(C)C=C2 5-(5-bromo-1-tosyl-1H-pyrrolo[2,3-b]pyridin-3-yl)-2-methylbenzo[d]oxazole